4-(Difluoromethyl)-3,5-difluoro-N-(8-fluoro-6-oxo-1,4,5,6-tetrahydro-2H-pyrano[3,4-c]isoquinolin-1-yl)-N-methylbenzamide FC(C1=C(C=C(C(=O)N(C)C2COCC=3NC(C=4C=C(C=CC4C32)F)=O)C=C1F)F)F